(E)-1-(2-fluoro-5-methylstyryl)isoquinoline FC1=C(/C=C/C2=NC=CC3=CC=CC=C23)C=C(C=C1)C